ClC=1C=CC(=C(C1)C1=CC(N(C=C1OC)C(C(=O)NC1=CC(=C(C(=O)N)C=C1)F)CCOC)=O)C=1OC(=NN1)C(F)(F)F 4-({2-[4-{5-chloro-2-[5-(trifluoromethyl)-1,3,4-oxadiazol-2-yl]phenyl}-5-methoxy-2-oxopyridin-1(2H)-yl]-4-methoxybutyryl}amino)-2-fluorobenzamide